dimethylmethylenecyclopentadienyl-(4,7-dimethylindenyl)hafnium dichloride [Cl-].[Cl-].CC(C)=[Hf+2](C1C=CC2=C(C=CC(=C12)C)C)C1C=CC=C1